(4,7-dichloro-6-(4-(2-(4-hydroxypiperidin-1-yl)ethoxy)phenyl)-2H-indazol-2-yl)-2-((R)-6-fluoro-6,7-dihydro-5H-pyrrolo[1,2-c]imidazol-1-yl)-N-(thiazol-2-yl)acetamide ClC=1C2=CN(N=C2C(=C(C1)C1=CC=C(C=C1)OCCN1CCC(CC1)O)Cl)C(C(=O)NC=1SC=CN1)C1=C2N(C=N1)C[C@@H](C2)F